Cl.N1C[C@@H](CCC1)NC1=NN=C(C=2N1C=CC2)C2=C(C=C(C=C2)C(F)(F)F)O (R)-2-(4-(piperidin-3-ylamino)pyrrolo[1,2-d][1,2,4]triazin-1-yl)-5-(trifluoromethyl)phenol hydrochloride